3-[6-oxo-5-(trifluoromethyl)-1-(2-trimethylsilylethoxymethyl)pyridazin-3-yl]propyl 4-[5-(trifluoromethyl)pyrimidin-2-yl]piperazine-1-carboxylate FC(C=1C=NC(=NC1)N1CCN(CC1)C(=O)OCCCC1=NN(C(C(=C1)C(F)(F)F)=O)COCC[Si](C)(C)C)(F)F